ClC=1C=C(C=CC1C1CC1)C=1C=C2CCC(C2=CC1C)=O 5-(3-chloro-4-cyclopropyl-phenyl)-6-methyl-indan-1-one